4-(5-carbamoyl-4-ethoxypyrimidin-2-yl)piperazine-1-carboxylic acid tert-butyl ester C(C)(C)(C)OC(=O)N1CCN(CC1)C1=NC=C(C(=N1)OCC)C(N)=O